C(C1=CC=CC=C1)NC(=O)N1C2=C(C(N3C1CN(C([C@@H](C3)C(C)C)=O)CC3=CC1=CC=CC=C1C=C3)=O)SC=C2 (8R)-N-benzyl-8-isopropyl-6-(naphthalen-2-ylmethyl)-7,11-dioxo-4a,5,6,7,8,9-hexahydrothieno[3',2':4,5]pyrimido[1,2-a][1,4]diazepine-4(11H)-carboxamide